1-(3-(5-chloro-3-(4-(trifluoro-methyl)phenyl)-1H-pyrazolo[3,4-b]pyridin-1-yl)azetidin-1-yl)-2-fluoroprop-2-en-1-one ClC=1C=C2C(=NC1)N(N=C2C2=CC=C(C=C2)C(F)(F)F)C2CN(C2)C(C(=C)F)=O